ClC1=CC=C(S1)CNC1=CC(=NN1C(C(CO)(C)C)=O)C1CCN(CC1)CCN1CCOCC1 1-(5-{[(5-Chlorothiophen-2-yl)methyl]amino}-3-{1-[2-(morpholin-4-yl)ethyl]piperidin-4-yl}-1H-pyrazol-1-yl)-3-hydroxy-2,2-dimethylpropan-1-on